2-(5-Methyl-2-(1-methyl-1H-indazol-5-yl)piperidin-1-yl)-2-oxoacetic acid methyl ester COC(C(=O)N1C(CCC(C1)C)C=1C=C2C=NN(C2=CC1)C)=O